4-Bromo-1-tosyl-1H-indole BrC1=C2C=CN(C2=CC=C1)S(=O)(=O)C1=CC=C(C)C=C1